4-(4-fluoro-3-(4-oxido-1-(4-(trifluoromethyl)pyridin-2-yl)-1,4-azaphosphinan-4-yl)benzyl)phthalazin-1(2H)-one FC1=C(C=C(CC2=NNC(C3=CC=CC=C23)=O)C=C1)P1(CCN(CC1)C1=NC=CC(=C1)C(F)(F)F)=O